N-decyl-2-methyl-3-hydroxypyridin-4-one C(CCCCCCCCC)N1C(=C(C(C=C1)=O)O)C